1,3,4-oxadiazol-2(3H)-one, hydrochloride Cl.O1C(NN=C1)=O